2-((1-(2-fluoro-4-(1H-pyrazol-4-yl)phenyl)piperidin-4-yl)methyl)-1,2-thiazine FC1=C(C=CC(=C1)C=1C=NNC1)N1CCC(CC1)CN1SC=CC=C1